(7R)-5-(tert-butoxycarbonyl)-7-fluoro-5-azaspiro[3.4]octane-7-carboxylic acid C(C)(C)(C)OC(=O)N1C2(CCC2)C[C@@](C1)(C(=O)O)F